4-(1-fluorocyclopropanecarbonyl)-3,5-dihydro-2H-pyrido[3,4-f][1,4]oxazepine-9-carbonitrile FC1(CC1)C(=O)N1CCOC2=C(C1)C=NC=C2C#N